The molecule is a beta-D-mannoside having a 6-bromo-2-naphthyl substituent at the anomeric position. It has a role as a chromogenic compound. It is a beta-D-mannoside, an organobromine compound and a member of naphthalenes. It derives from a 6-bromo-2-naphthol. C1=CC2=C(C=CC(=C2)Br)C=C1O[C@H]3[C@H]([C@H]([C@@H]([C@H](O3)CO)O)O)O